C(CCC(=O)O)(=O)O.C(CCC(=O)O)(=O)O.C(CCC(=O)O)(=O)O.CC(C)CCC[C@@H](C)[C@H]1CC[C@H]2[C@@H]3CC=C4C[C@@H](O)CC[C@]4(C)[C@H]3CC[C@]12C cholesterol trisuccinate